CN1N=CC(=C1NC1=C(C=C(C=C1)C)[N+](=O)[O-])C=O 1-Methyl-5-((4-methyl-2-nitrophenyl)-amino)-1H-pyrazole-4-carbaldehyde